methyl (R)-2-amino-9-(5,6,7,8-tetrahydro-1,8-naphthyridin-2-yl)nonanoate dihydrochloride salt Cl.Cl.N[C@@H](C(=O)OC)CCCCCCCC1=NC=2NCCCC2C=C1